ClC1=C(C(=O)N)C=C(C=C1)CN1N=NC(=C1)C1=C(N=C2N1C=C(C=C2)F)C2=CC=C(C=C2)Cl 2-Chloro-5-((4-(2-(4-chlorophenyl)-6-fluoroimidazo[1,2-a]pyridin-3-yl)-1H-1,2,3-triazol-1-yl)methyl)benzamide